CC1(OB(OC1(C)C)C=1C=CC(=NC1)C1=CC=C(C=C1)O)C 4-[5-(4,4,5,5-tetramethyl-1,3,2-dioxaborolan-2-yl)pyridin-2-yl]phenol